CC1(OCOC1)C 4,4-dimethyl-1,3-dioxolane